P(=O)(=O)CCC1=CC(=C(OP2(=NP(=NP(=N2)(OC2=C(C=C(C=C2)CCP(=O)=O)CO)OC2=C(C=C(C=C2)CCP(=O)=O)CO)(OC2=C(C=C(C=C2)CCP(=O)=O)CO)OC2=C(C=C(C=C2)CCP(=O)=O)CO)OC2=C(C=C(C=C2)CCP(=O)=O)CO)C=C1)CO hexa(4-phosphoethyl-hydroxymethylphenoxy)cyclotriphosphazene